3-[(1,1-Dioxo-1,4-thiazinan-4-yl)methyl]-N-[4-[3-[4-[(2-fluorophenoxy)methyl]phenyl]-1H-1,2,4-triazol-5-yl]phenyl]benzamide O=S1(CCN(CC1)CC=1C=C(C(=O)NC2=CC=C(C=C2)C2=NC(=NN2)C2=CC=C(C=C2)COC2=C(C=CC=C2)F)C=CC1)=O